N-1,4-benzodioxane-2-carbonyl-piperazine O1C(COC2=C1C=CC=C2)C(=O)N2CCNCC2